5-[(5-methoxypyridin-2-yl)methoxy]-2-[6-(trifluoromethyl)pyridin-3-yl]-1,3-benzoxazole COC=1C=CC(=NC1)COC=1C=CC2=C(N=C(O2)C=2C=NC(=CC2)C(F)(F)F)C1